(S)-2-(ethoxymethyl)-7-(4-fluorobenzyl)-2,3-dihydro-1H-pyrido[2,3-b][1,4]oxazine C(C)OC[C@@H]1NC2=C(OC1)N=CC(=C2)CC2=CC=C(C=C2)F